(S)-(4-cyclopropyl-2-(pyridin-2-yl)oxazol-5-yl)(4-(4-fluoropyrazolo[1,5-a]pyridin-2-yl)-1,4,6,7-tetrahydro-5H-imidazo[4,5-c]pyridin-5-yl)methanone C1(CC1)C=1N=C(OC1C(=O)N1[C@@H](C2=C(CC1)NC=N2)C2=NN1C(C(=CC=C1)F)=C2)C2=NC=CC=C2